NC1=C2N(C(N(C2=NC(=N1)[S@](=O)(=N)CC)CC1=CC=C(C=C1)Cl)=O)C(=O)N(CCC)C 6-Amino-9-[(4-chlorophenyl)methyl]-2-[S(S)-ethylsulfonimidoyl]-N-methyl-8-oxo-N-propyl-purine-7-carboxamide